[(2R,3S,5R)-5-(5-bromo-2,4-dioxo-pyrimidin-1-yl)-2-ethyl-3-(4-methylbenzoyl)oxy-tetrahydrofuran-2-yl]methyl 4-methylbenzoate CC1=CC=C(C(=O)OC[C@]2(O[C@H](C[C@@H]2OC(C2=CC=C(C=C2)C)=O)N2C(NC(C(=C2)Br)=O)=O)CC)C=C1